cis-tert-Butyl 3-(((benzyloxy)carbonyl)(methyl)amino)-4-fluoropyrrolidine-1-carboxylate C(C1=CC=CC=C1)OC(=O)N([C@@H]1CN(C[C@@H]1F)C(=O)OC(C)(C)C)C